N[C@@H]1C2=CC=CC=C2CC12CCN(CC2)C=2C(=NC(=CN2)SC2=NC=NC=C2)CO (S)-(3-(1-amino-1,3-dihydrospiro[inden-2,4'-piperidin]-1'-yl)-6-(pyrimidin-4-ylsulfanyl)pyrazin-2-yl)methanol